C(C)(C)(C)OC(=O)N1CC(C1)C(C1=CN(C2=C(N=CC=C21)F)C2=C(C(=O)O)C=C(C=C2)F)O 2-(3-((1-(tert-Butoxycarbonyl)azetidin-3-yl)(hydroxy)methyl)-7-fluoro-1H-pyrrolo[2,3-c]pyridin-1-yl)-5-fluorobenzoic acid